N1C(=CC=2C1=NC=CC2)CN(CC=C(C2=CC=CC=C2)C2=CC=CC=C2)CCN2CCCC2 N-((1H-pyrrolo[2,3-b]pyridin-2-yl)methyl)-3,3-diphenyl-N-(2-(pyrrolidin-1-yl)ethyl)prop-2-en-1-amine